2,4,6-triisopropyl-1,3,5-trioxane C(C)(C)C1OC(OC(O1)C(C)C)C(C)C